O=C1CC(CN1C=1C=CC=C2C=CC=NC12)NC(=O)NC1=CC=CC=C1 1-(5-oxo-1-quinolin-8-ylpyrrolidin-3-yl)-3-phenylurea